FC1(CCC(CC1)C1=NC(=CC(=N1)NC(C1=C(C=C(C=C1)NS(=O)(=O)CCO)N1C[C@H]2C[C@]2(CC1)C)=O)C)F N-(2-(4,4-difluorocyclohexyl)-6-methylpyrimidin-4-yl)-4-((2-hydroxyethyl)sulfonamido)-2-((1S,6S)-6-methyl-3-azabicyclo[4.1.0]heptan-3-yl)benzamide